(4-(Ethylsulfonyl)benzyl)-1-((tetrahydro-2H-pyran-4-yl)methyl)-1H-indole-5-carboxamide C(C)S(=O)(=O)C1=CC=C(CC=2N(C3=CC=C(C=C3C2)C(=O)N)CC2CCOCC2)C=C1